N1NNC2NC=NC=C21 tetrahydro-[1,2,3]triazolo[4,5-d]pyrimidin